4-(2,6-Bis(benzyloxy)pyridin-3-yl)-8-bromopyrrolo[2,3,4-de]quinolin-5(4H)-one C(C1=CC=CC=C1)OC1=NC(=CC=C1N1C(C=2C=3C1=CC=NC3C(=CC2)Br)=O)OCC2=CC=CC=C2